(R)-2-((1-(2-cyano-3-((2-cyanoallyl)amino)-7-methylquinoxalin-5-yl)ethyl)amino)benzoic acid C(#N)C1=NC2=CC(=CC(=C2N=C1NCC(=C)C#N)[C@@H](C)NC1=C(C(=O)O)C=CC=C1)C